tert-butyl 2-(benzo[d]thiazol-5-yl)-1-azaspiro[3.3]hept-2-ene-1-carboxylate S1C=NC2=C1C=CC(=C2)C=2N(C1(C2)CCC1)C(=O)OC(C)(C)C